CC1=CN=C2N1CCC(C2)COC2=NC=CC(=C2)C#N 2-[(3-methyl-5,6,7,8-tetrahydroimidazo[1,2-a]pyridin-7-yl)methoxy]pyridine-4-carbonitrile